4-[3-(1,3-dimethylpyrazol-4-yl)-7,8-dihydro-5H-1,6-naphthyridin-6-yl]-6-fluoro-2-methyl-quinazoline CN1N=C(C(=C1)C=1C=NC=2CCN(CC2C1)C1=NC(=NC2=CC=C(C=C12)F)C)C